C(CCC)OOCCCCCC butyl-peroxyhexane